O1C(=NC2=C1C=CC=C2)[C@H]2NCCC2 (2S)-2-(1,3-benzoxazol-2-yl)pyrrolidin